(E)-2-methyl-alpha-methoxyiminophenylacetic acid CC1=C(C=CC=C1)\C(\C(=O)O)=N/OC